NC1=NN2C(N=CC=C2)=C1C(=O)NC(C)C=1C=C(C2=CNN=C2C1N1CCCC1)Cl 1-[6-(1-{[(2-Aminopyrazolo[1,5-a]pyrimidin-3-yl)carbonyl]amino}ethyl)-4-chloro-2H-indazol-7-yl]pyrrolidin